CN(C(=O)C1=C(C=CC=C1)B(O)O)C 2-(N,N-dimethylamino-carbonyl)phenylboronic acid